ClC1=CC(=C(C=C1)N(S(=O)(=O)C=1C=CC2=C(C(=C(O2)C(=O)O)C)C1)CC)CN(C(=O)C1CCCCC1)CC=1OC=CC1 5-(N-(4-chloro-2-((N-(furan-2-ylmethyl)cyclohexanecarboxamido)methyl)phenyl)-N-ethylsulfamoyl)-3-Methylbenzofuran-2-carboxylic acid